C1(CC1)C=1N(C(C=2N=C(N(C2N1)COP(O)(O)=O)C=1C=NN(C1)CC1=CC(=CC=C1)C(F)(F)F)=O)CCC phosphoric acid mono-{2-cyclopropyl-6-oxo-1-propyl-8-[1-(3-trifluoromethyl-benzyl)-1H-pyrazol-4-yl]-1,6-dihydro-purin-9-ylmethyl} ester